C1(CC1)C([C@@H](C(=O)NC1=C(C=C(C(=C1)N(C)C)C(C(=O)N(CC(F)(F)F)C)C)F)NC(=O)C1=CC=NN1C(C)C)C1CC1 N-((2S)-1,1-dicyclopropyl-3-((5-(dimethylamino)-2-fluoro-4-(1-(methyl(2,2,2-trifluoroethyl)amino)-1-oxopropan-2-yl)phenyl)amino)-3-oxopropan-2-yl)-1-isopropyl-1H-pyrazole-5-carboxamide